[N+](=O)([O-])C1=C(C(=CC=C1)[N+](=O)[O-])NCC(=O)O 2-[(2,6-dinitrophenyl)amino]acetic acid